tert-butyl 4-(6-bromo-7-isopropoxy-imidazo[1,2-a]pyrimidin-2-yl)piperidine-1-carboxylate BrC=1C(=NC=2N(C1)C=C(N2)C2CCN(CC2)C(=O)OC(C)(C)C)OC(C)C